C(#N)C=1C=C(C=CC1)NC(=O)NC(C(=O)O)(CC)C1CC1 2-{[(3-cyanophenyl)carbamoyl]amino}-2-cyclopropylbutanoic acid